C(C)(C)(C)OC(=O)N(CCO[Si](C)(C)C(C)(C)C)CC=1C=CC(=NC1OC)C(=O)OC methyl 5-(((tert-butoxycarbonyl)(2-((tert-butyldimethylsilyl)oxy)ethyl)amino)methyl)-6-methoxypicolinate